6-bromo-N-[1-[2-[5-(difluoromethoxy)-2-pyridyl]-1,2,4-triazol-3-yl]ethyl]-8-(trifluoromethyl)quinazolin-4-amine BrC=1C=C2C(=NC=NC2=C(C1)C(F)(F)F)NC(C)C=1N(N=CN1)C1=NC=C(C=C1)OC(F)F